bis(perfluoroethylsulfonyl)imide Lithium [Li+].[N-](S(=O)(=O)C(F)(F)C(F)(F)F)S(=O)(=O)C(F)(F)C(F)(F)F